1-Hydroxy-cyclohexyl-phenyl ketone OC1(CCCCC1)C1=C(C=CC=C1)C(=O)C1=C(C=CC=C1)C1(CCCCC1)O